8-nitrophenanthren-2-ol [N+](=O)([O-])C=1C=CC=C2C=3C=CC(=CC3C=CC12)O